4-[[3-[4-(difluoromethoxy)-2,3-difluorophenyl]imidazo[1,2-a]pyrazin-8-yl]amino]-2-ethyl-N-[(3-hydroxypyrrolidin-3-yl)methyl]benzamide FC(OC1=C(C(=C(C=C1)C1=CN=C2N1C=CN=C2NC2=CC(=C(C(=O)NCC1(CNCC1)O)C=C2)CC)F)F)F